CC1(OB(OC1(C)C)C1=CC=C(C(=O)NC2=NC=CC(=C2)C(F)(F)F)C=C1)C 4-(4,4,5,5-tetramethyl-1,3,2-dioxaborolan-2-yl)-N-(4-(trifluoromethyl)pyridin-2-yl)benzamide